bis-(4-chloro-phenyl)-methanone ClC1=CC=C(C=C1)C(=O)C1=CC=C(C=C1)Cl